1-(5-(4-fluorophenoxy)pyrazin-2-yl)-4'H,6'H-spiro[piperidine-4,5'-pyrrolo[1,2-b]pyrazol]-4'-amine FC1=CC=C(OC=2N=CC(=NC2)N2CCC3(C(C=4N(N=CC4)C3)N)CC2)C=C1